COC(=O)C=1N=NC(=C(C1)C)OCCCOC 6-(3-methoxypropoxy)-5-methylpyridazine-3-carboxylic acid methyl ester